C1(=CC=CC=C1)C=1C(C1C1=CC=CC=C1)=S 2,3-diphenylcycloprop-2-ene-1-thione